C(=CCCCCCC)C(C(=O)O)CC(=O)O octen-1-ylsuccinic acid